1-bromo-2,6-naphthyridin-3-amine BrC1=NC(=CC2=CN=CC=C12)N